(S)-2-((4-((2-hydroxy-1-phenylethyl)amino)-5-(5-(pyridin-2-yl)-1,3,4-oxadiazol-2-yl)pyrimidin-2-yl)amino)-6,7-dihydro-5H-pyrrolo[3,4-b]pyridin-5-one OC[C@H](C1=CC=CC=C1)NC1=NC(=NC=C1C=1OC(=NN1)C1=NC=CC=C1)NC1=CC=C2C(=N1)CNC2=O